ethyl 2-(5-chloro-4-fluoro-6-oxo-pyridazin-1-yl)propanoate ClC1=C(C=NN(C1=O)C(C(=O)OCC)C)F